C(C)OC(CC(C)OC(CC(C(=O)O)(CC)O)=O)=O 2-{2-[(4-ethoxy-4-oxobutan-2-yl)-oxy]-2-oxoethyl}-2-hydroxybutyric acid